COC1CC(C1)COC1=CC(=CC(=N1)N1CC2(C=3C=NC(=CC31)NC(C)=O)CC2)C N-(1'-(6-(((1s,3s)-3-methoxycyclobutyl)methoxy)-4-methylpyridin-2-yl)-1',2'-dihydrospiro[cyclopropane-1,3'-pyrrolo[3,2-c]pyridin]-6'-yl)acetamide